C(C1=CC=CC=C1)(=O)NC=1C=2N=CN([C@H]3[C@](O)([C@H](O[Si](C)(C)C(C)(C)C)[C@@H](CO)O3)OC)C2N=CN1 N6-benzoyl-3'-O-tert-butyldimethylsilyl-2'-methoxyadenosine